CC1C(C(NC(=C1)C)=O)CNC(=O)C=1C2=C(N=C(C1)C(C)C)N(N=C2)C(C)C N-[(4,6-dimethyl-2-oxo-3,4-dihydro-1H-pyridin-3-yl)methyl]-1,6-di(propan-2-yl)pyrazolo[3,4-b]pyridine-4-carboxamide